Cl.COC1=NN(C=C1C1NCCOC1)C 3-(3-methoxy-1-methyl-1H-pyrazol-4-yl)morpholine, hydrochloride salt